2'-Carboxymethoxy-4-n-hexyl-4'-(3-methyl-2-butenyloxy)chalcone C(=O)(O)COC1=C(C(/C=C/C2=CC=C(C=C2)CCCCCC)=O)C=CC(=C1)OCC=C(C)C